N-[(3R)-1-Cyclobutylpiperidin-3-yl]Acetamide C1(CCC1)N1C[C@@H](CCC1)NC(C)=O